6-[5-(difluoromethyl)-2-thienyl]-3-methyl-1-[(1-methylpyrazol-4-yl)methyl]imidazo[4,5-b]pyridin-2-one FC(C1=CC=C(S1)C=1C=C2C(=NC1)N(C(N2CC=2C=NN(C2)C)=O)C)F